3-(6-(4-Amino-7-(piperidin-4-yl)-7H-pyrrolo[2,3-d]pyrimidin-5-yl)-1-(2,5-difluorophenyl)hex-3,5-diyn-1-yl)-1-methylpyridin-2(1H)-one NC=1C2=C(N=CN1)N(C=C2C#CC#CCC(C2=C(C=CC(=C2)F)F)C=2C(N(C=CC2)C)=O)C2CCNCC2